2-(5-(7,8-dimethyl-[1,2,4]triazolo[1,5-a]pyridin-6-yl)-4-isopropyl-1H-pyrazol-3-yl)-5-(1-propylpiperidin-4-yl)thiazole CC1=C(C=2N(C=C1C1=C(C(=NN1)C=1SC(=CN1)C1CCN(CC1)CCC)C(C)C)N=CN2)C